[Na].NCCCCCN cadaverine sodium salt